NCCCN1C(C(CCC1)C1=CC=2C(=NC=CC2NC=2C=CC3=C(N=CS3)C2)S1)C N-(2-(1-(3-aminopropyl)-2-methylpiperidin-3-yl)thieno[2,3-b]pyridin-4-yl)benzo[d]thiazol-5-amine